5-cyclopropyl-3,3-dimethyl-2-oxoindolin C1(CC1)C=1C=C2C(C(NC2=CC1)=O)(C)C